N-((3r,5s)-5-(methoxymethyl)pyrrolidin-3-yl)-5-(3-(trifluoromethoxy)phenyl)oxazole-2-carboxamide COC[C@@H]1C[C@H](CN1)NC(=O)C=1OC(=CN1)C1=CC(=CC=C1)OC(F)(F)F